N-((1-aminocyclohexyl)methyl)-3,5-dimethylisoxazole-4-sulfonamide NC1(CCCCC1)CNS(=O)(=O)C=1C(=NOC1C)C